OB1OCC2=C1C(=C(C=C2)C(=O)N[C@@H](C(C)C)C(=O)OCC2=CC=CC=C2)CCC Benzyl (1-hydroxy-7-propyl-1,3-dihydrobenzo[c][1,2]oxaborole-6-carbonyl)-L-valinate